(4-amino-4-methyl-piperidin-1-yl)-6-fluoro-5-(3-fluoro-phenyl)-pyrimidine-4-carboxylic acid amide NC1(CCN(CC1)C1=NC(=C(C(=N1)C(=O)N)C1=CC(=CC=C1)F)F)C